8-aza-1-oxaspiro[4.5]decane-3-ol O1CC(CC12CCNCC2)O